2-{3-[(2R)-azetidin-2-ylmethoxy]pyridin-4-yl}-3-{[3-(trifluoromethyl)phenyl]amino}-1H,5H,6H,7H-pyrrolo[3,2-c]pyridin-4-one N1[C@H](CC1)COC=1C=NC=CC1C1=C(C=2C(NCCC2N1)=O)NC1=CC(=CC=C1)C(F)(F)F